(4-(1-(4-fluorophenyl)-6-methyl-1H-indazol-5-yl)-1-((1-propyl-1H-pyrazol-4-yl)sulfonyl)piperidin-4-yl)methanol FC1=CC=C(C=C1)N1N=CC2=CC(=C(C=C12)C)C1(CCN(CC1)S(=O)(=O)C=1C=NN(C1)CCC)CO